N1=C(C=CC=C1)SCCOC=1C=C(C=CC1)B(O)O (3-[2-(PYRIDIN-2-YLSULFANYL)ETHOXY]PHENYL)BORANEDIOL